(4-methylpent-2-yl)-4-(pyridin-3-yl)-1H-imidazole-1-carboxamide CC(CC(C)C=1N(C=C(N1)C=1C=NC=CC1)C(=O)N)C